O1C(=CC2=C1C=CC=C2)C(=O)C2=C(C(N(C2C2=CC=C(C=C2)O)C=2SC(=NN2)SCC2=C(C=CC=C2)Cl)=O)O 4-(benzofuran-2-carbonyl)-1-(5-((2-chlorobenzyl)thio)-1,3,4-thiadiazol-2-yl)-3-hydroxy-5-(4-hydroxyphenyl)-1,5-dihydro-2H-pyrrol-2-one